tert-butyl 7-[({4-[4-(morpholin-4-yl)-7-{[2-(trimethylsilyl)ethoxy]methyl}-7H-pyrrolo[2,3-d]pyrimidin-6-yl]phenyl}carbamoyl)amino]-2-azaspiro[3.5]nonane-2-carboxylate N1(CCOCC1)C=1C2=C(N=CN1)N(C(=C2)C2=CC=C(C=C2)NC(=O)NC2CCC1(CN(C1)C(=O)OC(C)(C)C)CC2)COCC[Si](C)(C)C